(4-(but-3-en-1-yl)-1-(2,4-dimethoxybenzyl)-4-ethyl-6-oxotetrahydropyrimidin-2(1H)-ylidene)carbamic acid tert-butyl ester C(C)(C)(C)OC(N=C1N(C(CC(N1)(CC)CCC=C)=O)CC1=C(C=C(C=C1)OC)OC)=O